CCOC(=O)COC1=C(C2=CC=CC=C2C=C1)C1=C(C=CC2=CC=CC=C12)OCC(=O)OCC 2,2'-bis(2-ethoxycarbonylmethoxy)-1,1'-binaphthyl